5-(4-methoxyquinazolin-6-yl)-N-(1-methyl-1H-pyrazol-4-yl)pyrrolo[2,1-f][1,2,4]triazin-2-amine COC1=NC=NC2=CC=C(C=C12)C=1C=CN2N=C(N=CC21)NC=2C=NN(C2)C